CC1=C(C=NO1)B1OC(C)(C)C(C)(C)O1 5-Methylisoxazole-4-boronic acid pinacol ester